m-methyl-cinnamaldehyde CC=1C=C(C=CC=O)C=CC1